C1(CC1)CN1CC2=CC(=CC=C2CC1)N(C=1C=CC(N(C1)C(C)C)=O)C(C)C 5-((2-(cyclopropylmethyl)-1,2,3,4-tetrahydroisoquinolin-7-yl)(isopropyl)amino)-1-isopropylpyridin-2(1H)-one